C(C)(C)(C)[Si](OC=1C=C(C=CC1)N1C(N(CC=C1)CC1=CC=C(C=C1)OC)=O)(C)C 1-(3-{[tert-butyldi(methyl)silyl]oxy}phenyl)-3-[(4-methoxyphenyl)methyl]-1,3-diazinon